C(#N)C=1C(=C(C=CC1F)NC1=C(C(=O)O)C=C(C=C1)C(F)(F)F)C 2-((3-cyano-4-fluoro-2-methyl-phenyl)amino)-5-(trifluoromethyl)benzoic acid